N4,N4'-bis(2-naphthyl)-N4,N4'-diphenyl-[1,1'-biphenyl]-4,4'-diamine C1=C(C=CC2=CC=CC=C12)N(C1=CC=C(C=C1)C1=CC=C(C=C1)N(C1=CC=CC=C1)C1=CC2=CC=CC=C2C=C1)C1=CC=CC=C1